FC1(C[C@H](CCC1)N(C1=CC=CC=C1)C(CC1(CCN(CC1)C(=O)N1CCC2=CC=C(C=C12)F)C(=O)O)=O)F 4-[2-(N-[(1S)-3,3-difluorocyclohexyl]anilino)-2-oxo-ethyl]-1-(6-fluoroindoline-1-carbonyl)piperidine-4-carboxylic acid